2-FLUORO-5-(MORPHOLINE-4-CARBONYL)PHENYLBORONIC ACID FC1=C(C=C(C=C1)C(=O)N1CCOCC1)B(O)O